(S)-4-(6-((1-(6-(4-fluoro-1H-pyrazol-1-yl)pyridin-3-yl)ethyl)(methyl)amino)pyridine-3-yl)-6-propoxypyrazolo[1,5-a]pyridine-3-carbonitrile FC=1C=NN(C1)C1=CC=C(C=N1)[C@H](C)N(C1=CC=C(C=N1)C=1C=2N(C=C(C1)OCCC)N=CC2C#N)C